Methyl (3-{[(2-bromo-5-{[(2,6-difluorophenyl) methyl] (ethoxycarbonyl) amino}-4-[(6-methoxypyridazin-3-yl) carbamoyl] thiophen-3-yl) methyl] (methyl) amino} phenyl)carboxylate BrC=1SC(=C(C1CN(C=1C=C(C=CC1)C(=O)OC)C)C(NC=1N=NC(=CC1)OC)=O)N(C(=O)OCC)CC1=C(C=CC=C1F)F